6,7-difluoro-1,5-naphthyridin-4-ol FC=1N=C2C(=CC=NC2=CC1F)O